FC(C=1C=C(C=CC1)C=1SC=C(N1)C1=C(NN=N1)C#N)(F)F 5-[2-(3-trifluoromethyl-phenyl)-thiazol-4-yl]-3H-[1,2,3]triazole-4-carbonitrile